[Se]1C=C(C=C1)CCCC 1-(selenophen-3-yl)butane